CNC(=O)C=1C=CC2=C(OCC3N2CC(N(C3)CC3=CC=C2C(N(C(NC2=C3)=O)C)=S)=O)N1 N-methyl-3-((3-methyl-2-oxo-4-thioxo-1,2,3,4-tetrahydroquinazolin-7-yl)methyl)-2-oxo-1,2,3,4,4a,5-hexahydropyrazino[1,2-d]pyrido[2,3-b][1,4]oxazine-8-carboxamide